tert-butyl 6-(2-hydroxyethoxy)-2-azaspiro[3.3]heptane-2-carboxylate OCCOC1CC2(CN(C2)C(=O)OC(C)(C)C)C1